(S)-N-{(S)-1-[2-(benzo[d]isoxazol-3-yl)phenyl]-2-(5-cyanopyridine-2-yl)ethyl}-2-methylpropane-2-sulfinamide O1N=C(C2=C1C=CC=C2)C2=C(C=CC=C2)[C@H](CC2=NC=C(C=C2)C#N)N[S@@](=O)C(C)(C)C